(2R,3S,4S)-4-hydroxy-2-{[4-(imidazol-1-yl)phenyl]methyl}pyrrolidin-3-yl N-[(3-fluorophenyl)methyl]carbamate FC=1C=C(C=CC1)CNC(O[C@H]1[C@H](NC[C@@H]1O)CC1=CC=C(C=C1)N1C=NC=C1)=O